4-[3-(2-methoxyvinyl)-4-methyl-phenyl]isoxazole COC=CC=1C=C(C=CC1C)C=1C=NOC1